FC1=CC=C(C=C1)N1N=CC2=C1C=C1CCN(C[C@]1(C2)C(C2=NC=CC(=C2)C)=O)S(=O)(=O)C=2C=C(C(=O)O)C=CC2 (R)-3-((1-(4-fluorophenyl)-4a-(4-methylpicolinoyl)-4a,5,7,8-tetrahydro-1H-pyrazolo[3,4-g]isoquinolin-6(4H)-yl)sulfonyl)benzoic acid